C(=O)C1=CC(=NN1C)NC(OC(C)(C)C)=O tert-butyl N-(5-formyl-1-methyl-pyrazol-3-yl)carbamate